O=C(C(=O)O\C=C/C1=CC=CC=C1)C (Z)-Styryl 2-oxopropanoate